C(CCCCCCCCC)OC=1C=C(C(=O)O)C=C(C1OCCCCCCCCCC)OCCCCCCCCCC 3,4,5-tridecyloxy-benzoic acid